4,6-dichloro-5-fluoro-nicotinic acid ethyl ester C(C)OC(C1=CN=C(C(=C1Cl)F)Cl)=O